([1,1'-Biphenyl]-4-ylethynyl)triisopropylsilane C1(=CC=C(C=C1)C#C[Si](C(C)C)(C(C)C)C(C)C)C1=CC=CC=C1